isopropyl p-hydroxycinnamate OC1=CC=C(C=CC(=O)OC(C)C)C=C1